N1=CC(=C2COCCN21)C2=CN1C(S2)=C(C=N1)C(=O)N 2-(6,7-dihydro-4H-pyrazolo[5,1-c][1,4]oxazin-3-yl)pyrazolo[5,1-b]thiazole-7-carboxamide